tert-Butyl (2-(4-cyanophenyl)-3,3,3-trifluoropropyl)carbamate C(#N)C1=CC=C(C=C1)C(CNC(OC(C)(C)C)=O)C(F)(F)F